4-chloro-N-(phenylsulfonyl)-6-(3-(2-(1-(trifluoromethyl)cyclopropyl)ethoxy)-1H-pyrazol-1-yl)nicotinamide ClC1=CC(=NC=C1C(=O)NS(=O)(=O)C1=CC=CC=C1)N1N=C(C=C1)OCCC1(CC1)C(F)(F)F